C(C)OC(=O)N1CCC(CC1)(C)C1=CC=C(C=C1)Br 4-(4-bromophenyl)-4-methylpiperidine-1-carboxylic acid ethyl ester